The molecule is an organic sulfur anion obtained by deprotonation of the sulfanyl group of (E)-2-(indol-3-yl)-1-thioacetohydroximic acid; major species at pH 7.3. It is a conjugate base of an (E)-2-(indol-3-yl)-1-thioacetohydroximic acid. C1=CC=C2C(=C1)C(=CN2)CC(=S)N[O-]